N-(3-(phenanthren-9-yl)phenyl)-[1,1':4',1''-terphenyl]-4-amine C1=CC=CC=2C3=CC=CC=C3C(=CC12)C=1C=C(C=CC1)NC1=CC=C(C=C1)C1=CC=C(C=C1)C1=CC=CC=C1